FCC1(CC1)C1=NC(=NO1)C(=O)NCC1=C(C=C(C=C1)C1=NC=NC(=N1)NC=1C=NN(C1)C)C 5-(1-(fluoromethyl)cyclopropyl)-N-(2-methyl-4-(4-((1-methyl-1H-pyrazol-4-yl)amino)-1,3,5-triazin-2-yl)benzyl)-1,2,4-oxadiazole-3-carboxamide